C(C=C)(=O)OCCC(C)OC(C=C)=O 1,3-monobutylene glycol diacrylate